N-(1-Benzyl-4-bromo-pyrazol-3-yl)benzenesulfonamide C(C1=CC=CC=C1)N1N=C(C(=C1)Br)NS(=O)(=O)C1=CC=CC=C1